COC1=CC=C(C=C1)C1=CN=C2N1C=CN=C2NC2=CC=C(C=C2)S(=O)(=O)N2CCN(CC2)C 3-(4-methoxyphenyl)-N-(4-((4-methylpiperazin-1-yl)sulfonyl)phenyl)imidazo[1,2-a]pyrazin-8-amine